TriEthoxy-Silyl-Propyl Tetrasulfide C(C)OC(CC([SiH3])(OCC)OCC)SSSSC(CC(OCC)(OCC)[SiH3])OCC